COCCC/C=C/CC=1C=C(C=2C3C(C(OC2C1)(C)C)CC=C(C3)C)O 3-[(E)-6-Methoxyhex-2-enyl]-6,6,9-trimethyl-6a,7,10,10a-tetrahydrobenzo[c]chromen-1-ol